O1CCOC12CCC(CC2)CS(=O)(=O)[O-] 1,4-dioxaspiro[4.5]decane-8-methanesulfonate